4-(2-Amino-2-methylpropanoyl)-N-(1-(6-(((trans)-4-aminocyclohexyl)amino)-5,6,7,8-tetrahydronaphthalen-2-yl)-2-oxo-1,2-dihydropyrimidin-4-yl)piperazine-1-carboxamide hydrochloride salt Cl.NC(C(=O)N1CCN(CC1)C(=O)NC1=NC(N(C=C1)C1=CC=2CCC(CC2C=C1)N[C@@H]1CC[C@H](CC1)N)=O)(C)C